(2S)-2-amino-N-[3-chloro-2-(3-chloro-6-methoxy-pyridine-2-carbonyl)-4-(trifluoromethyl)phenyl]propanamide N[C@H](C(=O)NC1=C(C(=C(C=C1)C(F)(F)F)Cl)C(=O)C1=NC(=CC=C1Cl)OC)C